6-(2-chlorophenyl)-3-(5-(trifluoromethyl)pyridin-3-yl)thieno[3,2-d]pyrimidine-2,4(1H,3H)-dione ClC1=C(C=CC=C1)C1=CC=2NC(N(C(C2S1)=O)C=1C=NC=C(C1)C(F)(F)F)=O